FC(S(=O)(=O)OC=1C=C2CCN(C(C2=CC1)C(=O)OCC)C(=O)OC(C)(C)C)(F)F 1-ethyl 2-tert-butyl 6-(((trifluoromethyl) sulfonyl) oxy)-3,4-dihydroisoquinoline-1,2(1H)-dicarboxylate